S1C=NC2=C1C=C(C=C2)C=2N(N=C1C(N(C=CC12)C=1C=NN(C1)CC1=CC=C(C=C1)OC)=O)C1=NC(=CC=C1)C 3-(benzo[d]thiazol-6-yl)-6-(1-(4-methoxybenzyl)-1H-pyrazol-4-yl)-2-(6-methylpyridin-2-yl)-2H-pyrazolo[3,4-c]pyridin-7(6H)-one